NCC1(CC(CC(C1)(C)C)\N=C(/O)\C=1C=C(C(=O)O)C=CC1)C 3-[(Z)-N-[3-(aminomethyl)-3,5,5-trimethylcyclohexyl]-C-hydroxycarbonimidoyl]benzoic acid